COC1=CC=C(COC=2C=C(C=NC2)O)C=C1 5-((4-methoxybenzyl)oxy)pyridin-3-ol